ClC1=CC(=C(C=C1)CN)F (4-chloro-2-fluorophenyl)methanamine